t-butyl 1,1,2,2-tetrafluoroethyl ether FC(C(F)F)(F)OC(C)(C)C